7-amino-8-(3-fluoro-5-methoxy-2,6-dimethyl-phenyl)-3-methyl-pyrrolo[1,2-a]pyrazine-6-carboxamide NC=1C(=C2N(C=C(N=C2)C)C1C(=O)N)C1=C(C(=CC(=C1C)OC)F)C